FC(OC1=CC=C(COC2=CC=C(C=C2)/C=C/C(=O)NCC(=O)OCC)C=C1)(F)F ethyl (E)-(3-(4-((4-(trifluoromethoxy)benzyl)oxy)phenyl)acryloyl)glycinate